FC1=C(C=C(C(=C1)F)F)CNCCC(=O)N1C(C2CCC1C2)C#N 3-[3-[(2,4,5-trifluorophenyl)methylamino]propionyl]-3-azabicyclo[2.2.1]heptane-2-carbonitrile